O1C(=CC=C1)CNC(C(CCCCNC(OC)=O)NC(OC)=O)=O Dimethyl (6-((furan-2-ylmethyl)amino)-6-oxohexane-1,5-diyl)dicarbamate